(5-bromo-2-nitropyridin-4-yl)methanol BrC=1C(=CC(=NC1)[N+](=O)[O-])CO